N-(2,6-dibromophenyl)-3-methylpiperidine-2-imine BrC1=C(C(=CC=C1)Br)N=C1NCCCC1C